4-(2-Chloropyrimidin-4-yl)-1H-pyrazole-1-carboxylic acid tert-butyl ester C(C)(C)(C)OC(=O)N1N=CC(=C1)C1=NC(=NC=C1)Cl